2-[6,7-dichloro-3-(1-tetrahydropyran-2-ylpyrazol-4-yl)-1H-indol-2-yl]-N-(pyrazin-2-ylmethyl)acetamide ClC1=CC=C2C(=C(NC2=C1Cl)CC(=O)NCC1=NC=CN=C1)C=1C=NN(C1)C1OCCCC1